(2S,5R)-6-hydroxy-7-oxo-N-((4-(trifluoromethyl)phenyl)sulfonyl)-1,6-diazabicyclo[3.2.1]octan-2-carboxamidine ON1[C@@H]2CC[C@H](N(C1=O)C2)C(=N)NS(=O)(=O)C2=CC=C(C=C2)C(F)(F)F